FC1(CNCCC1C1=C(C(=O)N)C=CC(=C1OC)NCC#C)F (3,3-difluoropiperidin-4-yl)-3-methoxy-4-(prop-2-yn-1-ylamino)benzamide